((([1,1':3',1'':3'',1'''-quaterphenyl]-4',6''-diylbis(oxy))bis(carbonyl))bis(azanediyl))bis(ethane-2,1-diyl)bis(2-methylacrylate) C1(=CC=CC=C1)C1=CC(=C(C=C1)OC(=O)NCCC=C(C(=O)[O-])C)C1=CC(=CC=C1OC(=O)NCCC=C(C(=O)[O-])C)C1=CC=CC=C1